2-fluoro-8-methyl-8-(2H-1,2,3-triazol-4-yl)-7,8-dihydro-6H-cyclopenta[e]pyrazolo[1,5-a]pyrimidine-6-carboxylate FC1=NN2C(N=CC3=C2C(CC3C(=O)[O-])(C3=NNN=C3)C)=C1